5-chloro-2-methyl-3(2H)-isothiazolone ClC1=CC(N(S1)C)=O